FC(C(C(C)(F)F)(F)F)F 1,1,2,2,3,3-hexafluorobutane